4-(8-((4-(methylsulfonyl)piperazin-1-yl)methyl)-2-(3-(m-tolyl)-1H-pyrazol-1-yl)-9H-purin-6-yl)morpholine CS(=O)(=O)N1CCN(CC1)CC=1NC2=NC(=NC(=C2N1)N1CCOCC1)N1N=C(C=C1)C=1C=C(C=CC1)C